N-(3'-cyclopropoxy-5'-(dimethylamino)-4-fluoro-[1,1'-biphenyl]-3-yl)-3-(trifluoromethyl)benzenesulfonamide C1(CC1)OC=1C=C(C=C(C1)N(C)C)C1=CC(=C(C=C1)F)NS(=O)(=O)C1=CC(=CC=C1)C(F)(F)F